3-chloro-2-ethoxy-4-hydroxy-5-phenyl-benzonitrile ClC=1C(=C(C#N)C=C(C1O)C1=CC=CC=C1)OCC